potassium 4-isopropylbenzenesulfonate C(C)(C)C1=CC=C(C=C1)S(=O)(=O)[O-].[K+]